5-(3-ethoxypyridazin-4-yl)-1-isopropyl-N-[(2-methoxy-3-pyridinyl)methyl]-3-methyl-pyrazolo[4,3-b]pyridin-7-amine C(C)OC=1N=NC=CC1C1=CC(=C2C(=N1)C(=NN2C(C)C)C)NCC=2C(=NC=CC2)OC